[C-]#N.C(CCCCCCCCC)[NH+]1CCC(CC1)C 1-Decyl-4-Methylpiperidinium cyanid